C(C)SC=1C(=NC(=CC1)F)C1=NC2=C(N1C)C=CC(=C2)C(F)(F)F 2-[3-(ethylsulfanyl)-6-fluoropyridin-2-yl]-1-methyl-5-(trifluoromethyl)-1H-benzimidazole